S(=O)(=O)(ON1[C@@H]2CC[C@H](N(C1=O)C2)C(NS(=O)(=O)CCC)=N)O (2S,5R)-7-oxo-2-(N-(propylsulfonyl) carbamimidoyl)-1,6-diazabicyclo[3.2.1]octan-6-yl hydrogen sulfate